C=C(CCN1CCOCC1)C(CCN1CCOCC1)=C N,N'-(3,4-dimethylenehexane-1,6-diyl)bis(morpholine)